(S)-2-(3-(4-cyclopropyl-2,5-dioxoimidazolidin-4-yl)propanoyl)isoindoline-5-carbonitrile C1(CC1)[C@@]1(NC(NC1=O)=O)CCC(=O)N1CC2=CC=C(C=C2C1)C#N